C(N)(=O)NC=1SC(=CC1C(=O)N)C1=CC=C(C=C1)F 2-(carbamoylamino)-5-(4-fluorophenyl)thiophene-3-carboxamide